O1CC(CC1)OC(NC=1N=CC2=C(C(=C(C=C2C1)C1=C(C2=C(OCCN2)N=C1)C)F)N)=O Tetrahydrofuran-3-yl(8-amino-7-fluoro-6-(8-methyl-2,3-dihydro-1H-pyrido[2,3-b][1,4]oxazin-7-yl)isoquinolin-3-yl)carbamate